(S)-N-(4-(3-(2,6-diethylpyridin-4-yl)phenyl)thiazol-2-yl)-1-(5-methyl-1-(methylsulfonyl)-1H-pyrrole-3-carbonyl)azetidine-2-carboxamide C(C)C1=NC(=CC(=C1)C=1C=C(C=CC1)C=1N=C(SC1)NC(=O)[C@H]1N(CC1)C(=O)C1=CN(C(=C1)C)S(=O)(=O)C)CC